CC1(CCCC(O1)(C)C=C)C The molecule is a member of the class of oxanes carrying a vinyl substituent at position 2 as well as three methyl substituents at positions 2, 6 and 6. It is a member of oxanes and an olefinic compound.